F[C@H]1[C@@H]2CC[C@H](C[C@H]1N(C1=CN=C(N=N1)C1=CC3=C(C=C(O3)C(=O)N(C)C)C=C1OCOC)C)N2 6-(6-(((1S,2S,3R,5R)-2-fluoro-8-azabicyclo[3.2.1]oct-3-yl)(methyl)amino)-1,2,4-triazin-3-yl)-5-(methoxymethoxy)-N,N-dimethylbenzofuran-2-carboxamide